C1(=CC=CC=C1)N(C=1C=C(C=C(C1)C1=CC=CC=C1)C1=CC=CC=C1)C1=CC=CC=C1 N,N-diphenyl-[1,1':3',1''-terphenyl]-5'-amine